FC1(CCN(CC1)C1=CC2=C(C[C@@](O2)(C)CO)C=C1NC(=O)C=1C=NN2C1N=CC=C2)CO N-[(2S)-6-[4-fluoro-4-(hydroxymethyl)-1-piperidyl]-2-(hydroxymethyl)-2-methyl-3H-benzofuran-5-yl]pyrazolo[1,5-a]pyrimidine-3-carboxamide